tert-butyl (S)-3-(4-chlorophenyl)-3-((4-(trifluoromethoxy)phenyl)sulfonamido)pyrrolidine-1-carboxylate ClC1=CC=C(C=C1)[C@@]1(CN(CC1)C(=O)OC(C)(C)C)NS(=O)(=O)C1=CC=C(C=C1)OC(F)(F)F